di-n-propyl-4-cyclohexene-1,2-dicarboxylic acid C(CC)C1=C(CC(C(C1)C(=O)O)C(=O)O)CCC